1,4-dibromo-2-vinyl-benzene BrC1=C(C=C(C=C1)Br)C=C